COC1=CC(=C(C(=O)OC)C=C1[N+](=O)[O-])C methyl 4-methoxy-2-methyl-5-nitro-benzoate